FC1=C(C=CC(=C1)C(F)(F)F)C1(CC1)C(=O)NC=1C=CC(=C(C(=O)O)C1)C=1C=NN(C1)CCC 5-[({1-[2-Fluoro-4-(trifluoromethyl)phenyl]cyclopropyl}carbonyl)amino]-2-(1-propyl-1H-pyrazol-4-yl)benzoic acid